estratetraene C[C@]12CC[C@@H]3[C@H]4CCCCC4=CC=C3C1=CC=C2